(4-((2-(4-(1H-pyrrol-1-yl)phenyl)-N-(1,1-dioxido-2,3-dihydrothiophen-3-yl)acetamido)methyl)phenyl)boronic acid N1(C=CC=C1)C1=CC=C(C=C1)CC(=O)N(C1CS(C=C1)(=O)=O)CC1=CC=C(C=C1)B(O)O